2-bromo-5-fluoro-N-[2-({(1R)-3-methyl-1-[4-oxo-5-phenyl-1,3,2-dioxaborolan-2-yl]Butyl}amino)-2-oxoethyl]Benzamide BrC1=C(C(=O)NCC(=O)N[C@@H](CC(C)C)B2OC(C(O2)=O)C2=CC=CC=C2)C=C(C=C1)F